N-(6-chloro-4-methoxypyridin-3-yl)-3-(2-isopropylphenyl)-1-(pyrimidin-4-yl)azetidine-3-carboxamide ClC1=CC(=C(C=N1)NC(=O)C1(CN(C1)C1=NC=NC=C1)C1=C(C=CC=C1)C(C)C)OC